NC1=C(C(=O)O)C=CC=C1 2-aminobenzoic acid